ClC1=C(C=C2C=C(N=CC2=C1)NC(=O)C1CC1)N1CCN(CC1)C1(COCC1O)C Rac-N-(7-chloro-6-(4-(4-hydroxy-3-methyltetrahydrofuran-3-yl)piperazin-1-yl)isoquinolin-3-yl)cyclopropanecarboxamide